L-5-mercapto-1-phenyl-tetrazole SC1=NN=NN1C1=CC=CC=C1